3,5-di-tert-butyl-4-hydroxy-hydrocinnamic acid octyl ester C(CCCCCCC)OC(CCC1=CC(=C(C(=C1)C(C)(C)C)O)C(C)(C)C)=O